(S)-2-amino-butanamide hydrochloride Cl.N[C@H](C(=O)N)CC